2-bromo-6-(1-(1-(4-fluorophenyl)propyl)-1H-pyrazol-4-yl)pyrazine BrC1=NC(=CN=C1)C=1C=NN(C1)C(CC)C1=CC=C(C=C1)F